C(C=C)C1=C2C(=CN=CC2=CC=C1)N1C(N(C(=NC1=O)NC1=C(C=C(C=C1F)OC)OCC=C)CC1=C(C=C(C(=C1)F)F)F)=O 3-(5-allylisoquinolin-4-yl)-6-((2-(allyloxy)-6-fluoro-4-methoxyphenyl)amino)-1-(2,4,5-trifluorobenzyl)-1,3,5-triazine-2,4(1H,3H)-dione